FC=1C=C2CCCCCN3N=NC4=C3C=CC(C(C3=CC=C5CCN(C(C1C=C2)=O)CC5=C3)CC(=O)O)=C4C [18-Fluoro-32-methyl-20-oxo-8,9,10,21-tetraazahexacyclo[19.5.3.216,19.13,7.06,10.024,28]dotriaconta-1(26),3(32),4,6,8,16,18,24,27,30-decaen-2-yl]acetic acid